1-nonadecanoyl-2-(9Z,12Z,15Z-octadecatrienoyl)-glycero-3-phosphocholine CCCCCCCCCCCCCCCCCCC(=O)OC[C@H](COP(=O)([O-])OCC[N+](C)(C)C)OC(=O)CCCCCCC/C=C\C/C=C\C/C=C\CC